N-[(3-cyano-4-fluorophenyl)methyl]-6-methyl-4-[(1-methylcyclopropyl)amino]furo[2,3-d]pyrimidine-5-carboxamide C(#N)C=1C=C(C=CC1F)CNC(=O)C1=C(OC=2N=CN=C(C21)NC2(CC2)C)C